deuterio-methanol [2H]CO